N4-benzoyl-2'-deoxy-5-methylcytidine C(C1=CC=CC=C1)(=O)NC1=NC(N([C@H]2C[C@H](O)[C@@H](CO)O2)C=C1C)=O